(2-(2,4-dioxotetrahydropyrimidin-1(2H)-yl)-5-fluoropyridin-4-yl)methyl methanesulfonate CS(=O)(=O)OCC1=CC(=NC=C1F)N1C(NC(CC1)=O)=O